(1-(2-(3,4-dichlorophenyl)acetyl)-1,2,3,4-tetrahydroquinolin-7-yl)-2,3-dihydrobenzo[b][1,4]dioxin-6-sulfonamide ClC=1C=C(C=CC1Cl)CC(=O)N1CCCC2=CC=C(C=C12)C1COC2=C(O1)C=CC(=C2)S(=O)(=O)N